2-(5-Bromothiophen-2-yl)-2-methyl-1,3-dioxolane BrC1=CC=C(S1)C1(OCCO1)C